CS(=O)(=O)O.NC=1C(=NC(=C(N1)N)Cl)C(=O)NC(=N)NCCCCC1=CC=C(C=C1)OCC(CO)O (3,5-diamino-6-chloropyrazine-2-carbonyl)-N'-4-[4-(2,3-dihydroxypropoxy)phenyl]butyl-guanidine methanesulfonate